FC=1C=C(C=CC1C1=NOC(=N1)C(F)(F)F)COC=1N=NC2=CC(=CC=C2C1)OC 3-({3-fluoro-4-[5-(trifluoromethyl)-1,2,4-oxadiazol-3-yl]phenyl}methoxy)-7-methoxycinnoline